(R)-1-(7-chloro-4-(1H-imidazol-1-yl)quinolin-2-yl)-N-hydroxypiperidine-3-carboxamide ClC1=CC=C2C(=CC(=NC2=C1)N1C[C@@H](CCC1)C(=O)NO)N1C=NC=C1